[Cl-].[Mn+2].C1(=CC=CC=C1)C=1C2=CC=C(N2)C(=C2C=CC(C(=C3C=CC(=C(C=4C=CC1N4)C4=CC=CC=C4)N3)C3=CC=CC=C3)=N2)C2=CC=CC=C2.[Cl-] 5,10,15,20-tetraphenyl-21h,23h-porphyrin manganese chloride